2-(6-(((2-Oxabicyclo[3.2.0]heptan-7-yl)amino)methyl)pyridazin-3-yl)-3-methyl-5-(trifluoromethyl)phenol C12OCCC2CC1NCC1=CC=C(N=N1)C1=C(C=C(C=C1C)C(F)(F)F)O